CC=1C(=NOC1C)N(S(=O)(=O)C1=C(C=CC=C1)C1=C(C=C(C=C1)C(=O)OC)OCCC)COC methyl 2'-(N-(4,5-dimethylisoxazol-3-yl)-N-(methoxymethyl)sulfamoyl)-2-propoxy-[1,1'-biphenyl]-4-carboxylate